C(CCC)O.ClC1=C(C=CC=C1)Cl o-dichlorobenzene-n-butanol